1,2,3-trienanthoylglycerol C(CCCCCC)(=O)OCC(OC(CCCCCC)=O)COC(CCCCCC)=O